FC(OC=1C=C(C=CC1F)C=1C=C(C(=NC1)OC)CN1C(OC[C@H]1C)=O)F (4R)-3-[[5-[3-(Difluoromethoxy)-4-fluoro-phenyl]-2-methoxy-3-pyridyl]methyl]-4-methyl-oxazolidin-2-one